2-((1r,4r)-4-methoxycyclohexyl)pyridine-2,3-diamine COC1CCC(CC1)C1(NC=CC=C1N)N